2-(4-((5-((1-cyclopropyl-3-(tetrahydro-2H-pyran-4-yl)-1H-pyrazol-4-yl)oxy)-2-(trifluoromethyl)phenyl)amino)pyridin-2-yl)propan-2-ol C1(CC1)N1N=C(C(=C1)OC=1C=CC(=C(C1)NC1=CC(=NC=C1)C(C)(C)O)C(F)(F)F)C1CCOCC1